C1(CC1)CN1C(C(=CC(=C1)C=C)C(=O)O)=O 1-(Cyclopropylmethyl)-2-oxo-5-vinyl-1,2-dihydropyridine-3-carboxylic acid